(4-(6-cyano-1-(benzenesulfonyl)-1H-pyrrolo[2,3-b]pyridin-3-yl)-5-(trifluoromethyl)pyrimidin-2-yl)amino 2-azaspiro[3.3]heptane-2-carboxylate C1N(CC12CCC2)C(=O)ONC2=NC=C(C(=N2)C2=CN(C1=NC(=CC=C12)C#N)S(=O)(=O)C1=CC=CC=C1)C(F)(F)F